3-chloro-4-fluorobenzonitrile ClC=1C=C(C#N)C=CC1F